C1(CCCCC1)C1=CC=C(C=C1)C1CCCCC1 1,4-bis-cyclohexylbenzene